3-{4-[3-(4-[1,2,4]oxadiazol-3-yl-thiazol-2-yloxy)-propyl]-piperazin-1-yl}-benzo[d]isothiazole O1N=C(N=C1)C=1N=C(SC1)OCCCN1CCN(CC1)C1=NSC2=C1C=CC=C2